C[C@H]1C[C@@H]([C@@H]([C@H](/C=C(/[C@@H]([C@H](/C=C\\C=C(\\C(=O)NC2=CC(=O)C(=C(C1)C2=O)NCC=C)/C)OC)OC(=O)N)\\C)C)O)OC The molecule is a 19-membered macrocyle that is geldanamycin in which the methoxy substituent attached to the benzoquinone moiety has been replaced by an allylamino group. It is a potent inhibitor of heat shock protein 90 (Hsp90). A less toxic analogue than geldanamycin, it induces apoptosis and displays antitumour effects. It has a role as an antineoplastic agent, a Hsp90 inhibitor and an apoptosis inducer. It is a secondary amino compound, an ansamycin, a carbamate ester, an organic heterobicyclic compound and a member of 1,4-benzoquinones. It derives from a geldanamycin.